4-hydroxymethyl-2,6-di-tert-butyl-phenol OCC1=CC(=C(C(=C1)C(C)(C)C)O)C(C)(C)C